(4-bromophenyl)-pyrenoimidazole BrC1=CC=C(C=C1)C1=CC=C2C=CC3=CC4=C(N=CN4)C=4C=CC1=C2C43